N-(2,4-dichloro-5-isopropoxyphenyl)-2-(((2-hydroxy-3,4-dioxocyclobut-1-en-1-yl)methyl)thio)acetamide ethyl-5-(4-bromophenoxy)-1-(4-methoxybenzyl)-1H-1,2,3-triazole-4-carboxylate C(C)OC(=O)C=1N=NN(C1OC1=CC=C(C=C1)Br)CC1=CC=C(C=C1)OC.ClC1=C(C=C(C(=C1)Cl)OC(C)C)NC(CSCC1=C(C(C1=O)=O)O)=O